ClC=1C=C(C=NC1N1N=CC=N1)C1(CN(C2=C(O1)C(=CN=C2)C#N)C(=O)N)C(F)(F)F (5-chloro-6-(2H-1,2,3-triazol-2-yl)pyridin-3-yl)-8-cyano-2-(trifluoromethyl)-2,3-dihydro-4H-pyrido[4,3-b][1,4]oxazine-4-carboxamide